(S)-hydroxypropyl-tetrahydropyranetriol OCCC[C@@]1(OCCC(C1O)O)O